IC1=CC=NN1C 5-iodo-1-methyl-1H-pyrazole